N-(4-methoxy-2-(4-(4-methylpiperazine-1-yl)piperidine-1-yl)-5-((6-((R)-3-(3-(trifluoromethyl)phenyl)isoxazolidine-2-yl)pyrimidine-4-yl)amino)phenyl)acrylamide COC1=CC(=C(C=C1NC1=NC=NC(=C1)N1OCC[C@@H]1C1=CC(=CC=C1)C(F)(F)F)NC(C=C)=O)N1CCC(CC1)N1CCN(CC1)C